(2-hydroxy-5-methyl-phenyl)boric acid OC1=C(C=C(C=C1)C)OB(O)O